FC(COC1=CC2=C(C[C@@](O2)(C)CO)C=C1NC(=O)C=1C=NN2C1N=CC=C2)F (S)-N-(6-(2,2-difluoroethoxy)-2-(hydroxymethyl)-2-methyl-2,3-dihydrobenzofuran-5-yl)pyrazolo[1,5-a]pyrimidine-3-carboxamide